N-(4b-hydroxy-7-isopropyl-4-nitro-10-oxo-4b,10-dihydro-9bH-indeno[1,2-b]benzofuran-9b-yl)-2-oxopropanamide OC12OC3=C(C1(C(C1=CC=CC(=C12)[N+](=O)[O-])=O)NC(C(C)=O)=O)C=CC(=C3)C(C)C